C1(CC1)C1=CC(=NN1)NC(C(C)C=1C=NN(C1)C1=CC(=CC(=C1)C)F)=O N-(5-cyclopropyl-1H-pyrazol-3-yl)-2-[1-(3-fluoro-5-methylphenyl)pyrazol-4-yl]propanamide